FC(C1=NC(=NC(=N1)C(F)(F)F)N1[C@H](C=2NC3=CC=C(C=C3C2CC1)Cl)CCCCC(=O)OC)(F)F methyl 5-{(1S)-2-[4,6-bis(trifluoromethyl)-1,3,5-triazin-2-yl]-6-chloro-2,3,4,9-tetrahydro-1H-pyrido[3,4-b]indol-1-yl}pentanoate